C(C)(C)N1C(=NC(=C1)C(F)(F)F)C1=CC2=C(C(CO2)NC(OC(C)(C)C)=O)C=C1 tert-butyl (6-(1-isopropyl-4-(trifluoromethyl)-1H-imidazol-2-yl)-2,3-dihydrobenzofuran-3-yl)carbamate